FC(COCCOCCF)(F)F 1,1,1-trifluoro-2-(2-(2-fluoroethoxy)ethoxy)ethane